[Si](C)(C)(C(C)(C)C)O[C@H]1[C@@H]([C@@H](O[C@@H]1CO[Si](C)(C)C(C)(C)C)N1C(NC(C=C1)=O)=O)C 1-[(2R,3S,4S,5R)-4-[(tert-butyldimethylsilyl)oxy]-5-{[(tert-butyldimethylsilyl)oxy]methyl}-3-methyloxolan-2-yl]-3H-pyrimidine-2,4-dione